(R)-N-((3-chloro-4-(trifluoromethoxy)phenyl)(1-(trifluoro-methyl)-1H-pyrazol-4-yl)methyl)-2-methylpropane-2-sulfinamide ClC=1C=C(C=CC1OC(F)(F)F)C(N[S@](=O)C(C)(C)C)C=1C=NN(C1)C(F)(F)F